C(N)(=O)C=1C=NN(C1)C1CN(C1)C1=CC(=C2C(C(=CN(C2=N1)C=1SC=CN1)C(=O)O)=O)C 7-[3-(4-carbamoyl-1H-pyrazol-1-yl)azetidin-1-yl]-5-methyl-4-oxo-1-(1,3-thiazol-2-yl)-1,4-dihydro-1,8-naphthyridine-3-carboxylic acid